propeneAmide C(C=C)(=O)N